5-(4-(4-(methylsulfonyl)piperazin-1-yl)-6-morpholino-1,3,5-triazin-2-yl)benzo[d]oxazol-2-amine CS(=O)(=O)N1CCN(CC1)C1=NC(=NC(=N1)N1CCOCC1)C=1C=CC2=C(N=C(O2)N)C1